N1(N=NC=C1)CC1CN(C(O1)=O)C1=CC(=C(C(=C1)F)N1CCN(CC1)C1COC1)F 5-((1H-1,2,3-triazol-1-yl)methyl)-3-(3,5-difluoro-4-(4-(oxetan-3-yl)piperazin-1-yl)phenyl)oxazolidin-2-one